methyl 4-[4-[[2-fluoro-4-(triazolo[4,5-b]pyridin-3-yl)benzoyl]-[(3R)-3-piperidyl]amino]thieno[3,2-c]pyridin-2-yl]benzoate FC1=C(C(=O)N(C2=NC=CC3=C2C=C(S3)C3=CC=C(C(=O)OC)C=C3)[C@H]3CNCCC3)C=CC(=C1)N1N=NC=3C1=NC=CC3